ClC1=C(C=C(C=C1)F)C(=O)C1=C(C(=C(C=C1NC(=O)C1=CC(=CC(=C1)C(F)(F)F)F)CN(CC(F)F)C(=O)OC(C)(C)C)OC)C#N 2-methylpropan-2-yl [({4-[(2-chloro-5-fluorophenyl)carbonyl]-3-cyano-5-({[3-fluoro-5-(trifluoromethyl)phenyl]carbonyl}amino)-2-methoxyphenyl}methyl)(2,2-difluoroethyl)amino]methanoate